C(CCC)C1=NC2(C(N1CC1=CC(=C(C=C1)C1=C(C=CC=C1)NS(=O)(=O)C1=NC=C(C=C1)C)COCC)=O)CCCC2 N-(4'-((2-Butyl-4-oxo-1,3-diazaspiro[4.4]non-1-en-3-yl)methyl)-2'-(ethoxymethyl)-[1,1'-biphenyl]-2-yl)-5-methylpyridine-2-sulfonamide